ClC=1C(=C(C(=CC1C)O)[C@@H](C1CCN(CC1)C(=O)OC(C)(C)C)N[S@@](=O)C(C)(C)C)F tert-butyl 4-[(R)-(3-chloro-2-fluoro-6-hydroxy-4-methylphenyl)([[(S)-2-methylpropane-2-sulfinyl]amino])methyl]piperidine-1-carboxylate